Neodymium-Boron [B].[Nd]